1-(2-(6-(trifluoromethyl)imidazo[1,2-a]pyridin-3-yl)pyrimidin-4-yl)piperidine-3-sulfonamide FC(C=1C=CC=2N(C1)C(=CN2)C2=NC=CC(=N2)N2CC(CCC2)S(=O)(=O)N)(F)F